C(C)(C)(C)C1=CC=C(C=C1)C=1C=2N(C=C(N1)Cl)C=CN2 8-(4-(tert-Butyl)phenyl)-6-chloroimidazo[1,2-a]pyrazine